3-(1-oxo-5-(2,3,4,5-tetrahydro-1H-benzo[b]azepine-1-carbonyl)isoindolin-2-yl)piperidine-2,6-dione O=C1N(CC2=CC(=CC=C12)C(=O)N1C2=C(CCCC1)C=CC=C2)C2C(NC(CC2)=O)=O